5-((6-(dimethylamino)pyridin-3-yl)amino)-2-methylisoindolin-1-one CN(C1=CC=C(C=N1)NC=1C=C2CN(C(C2=CC1)=O)C)C